3-[(4-chlorophenyl)oxy]-1-[4-(1H-indol-2-ylmethyl)piperazin-1-yl]propan-2-ol ClC1=CC=C(C=C1)OCC(CN1CCN(CC1)CC=1NC2=CC=CC=C2C1)O